C[Si](C)(C)[Ti+2][Si](C)(C)C bis(trimethylsilyl)titanium (IV)